(2R,3R,11bR)-3-(tert-butoxy)-9-((3,3-difluorocyclobutyl)methoxy)-10-methoxy-1,3,4,6,7,11b-hexahydro-2H-pyrido[2,1-a]isoquinolin-2-ol C(C)(C)(C)O[C@H]1[C@@H](C[C@H]2N(CCC3=CC(=C(C=C23)OC)OCC2CC(C2)(F)F)C1)O